Tert-Butyl (3'R)-2-(6-amino-5-cyanopyridin-3-yl)-6,7-dihydrospiro[pyrazolo[5,1-c][1,4]oxazine-4,3'-pyrrolidine]-1'-carboxylate NC1=C(C=C(C=N1)C1=NN2C(=C1)[C@@]1(CN(CC1)C(=O)OC(C)(C)C)OCC2)C#N